dilauryl tetrathiodipropionate C(CCSSSSCCC(=O)OCCCCCCCCCCCC)(=O)OCCCCCCCCCCCC